C(C)N(CC)[V+3] (diethylamino)vanadium (IV)